CS(=O)(C1=C(C=CC=C1)C)=NC1=C(C=CC=C1)C#CC=1C=CC(=NC1)C(=O)O 5-[2-(2-{[methyl(2-methylphenyl)oxo-λ6-sulfanylidene]-amino}phenyl)ethynyl]pyridine-2-carboxylic acid